C(C)(=O)N1CCC2(CN(C2)C2=CC(=NC(=N2)C=2C=NC=CC2)NC=2C=C(C#N)C=CN2)CC1 2-((6-(7-acetyl-2,7-diazaspiro[3.5]nonan-2-yl)-2-(pyridin-3-yl)pyrimidin-4-yl)amino)isonicotinonitrile